C(C)OC1=C(C(=CC=C1)OCCC)S(=O)(=O)N 2-ethoxy-6-propoxybenzene-1-sulfonamide